1-[[4-[[(1Z)-2-ethoxy-3,3,3-trifluoro-1-propen-1-yl]oxy]phenyl]methyl]-1H-pyrazole-4-carboxylic acid C(C)O\C(=C/OC1=CC=C(C=C1)CN1N=CC(=C1)C(=O)O)\C(F)(F)F